2-phenylaminopropane C1(=CC=CC=C1)NC(C)C